[Cl-].[Cl-].[Cl-].C1(C=CC=C1)[Hf+3]C(COC)OC cyclopentadienyl-1,2-dimethoxy-ethyl-hafnium trichloride